CC1=C(C(=CC=C1)C)NC(=S)NC1=NC2=CC=C(C=C2C=N1)C1=NN(C=N1)C1=CC=C(C=C1)OC(F)(F)F 1-(2,6-dimethylphenyl)-3-[6-[1-[4-(trifluoromethoxy)phenyl]-1,2,4-triazol-3-yl]quinazolin-2-yl]thiourea